((1r,4S)-4-morpholinocyclohexyl)-4-azaspiro[2.5]octane-7-carboxamide O1CCN(CC1)C1CCC(CC1)C1CC12NCCC(C2)C(=O)N